(3-fluoro-4-(4-((4-fluorobenzo[d]thiazol-5-yl)amino)quinolin-6-yl)phenyl)(4-methylpiperazin-1-yl)methanone FC=1C=C(C=CC1C=1C=C2C(=CC=NC2=CC1)NC=1C=CC2=C(N=CS2)C1F)C(=O)N1CCN(CC1)C